2-[4-({N-[(4-methoxyphenyl)methyl]carbamoyl}amino)phenyl]-N-(3-phenylcyclopentyl)acetamide COC1=CC=C(C=C1)CNC(=O)NC1=CC=C(C=C1)CC(=O)NC1CC(CC1)C1=CC=CC=C1